C(#N)C1=CC=C(C2=CC=CC=C12)NC(C(C)(C)N1N=CC(=C1)C#CC1CCN(CC1)C=1C=C2C(N(C(C2=CC1)=O)C1C(NC(CC1)=O)=O)=O)=O N-(4-cyanonaphthalene-1-yl)-2-(4-((1-(2-(2,6-dioxopiperidin-3-yl)-1,3-Dioxoisoindoline-5-yl)piperidin-4-yl)ethynyl)-1H-pyrazol-1-yl)-2-methylpropionamide